C(C)(C)(C)OC(=O)N1[C@@H](CN(CC1)C1=C(C2=C(N=CN=C2NC2=C(C(=C(C=C2)OC2=CC=3N(C=C2)N=CN3)C)F)C=N1)F)C (R)-4-(4-((4-([1,2,4]triazolo[1,5-a]pyridin-7-yloxy)-2-fluoro-3-methylphenyl)amino)-5-fluoropyrido[3,4-d]pyrimidin-6-yl)-2-methylpiperazine-1-carboxylic acid tert-butyl ester